(5-bromobenzo[d]thiazol-2-yl)-N,N-dimethylpropan-2-amine BrC=1C=CC2=C(N=C(S2)CC(C)N(C)C)C1